C(C1=CC=CC=C1)OC[C@@]1(CN(CC1)C(=O)OC(C)(C)C)CCC=1SC(=CC1)F tert-butyl (S)-3-((benzyloxy)methyl)-3-(2-(5-fluorothiophen-2-yl)ethyl)pyrrolidine-1-carboxylate